rel-benzyl N-[(3R,SR)-1-{2-[1-(cyclopropylmethyl)-1H-pyrrolo[2,3-b]pyridin-2-yl]-7-methoxy-1-methyl-1H-1,3-benzodiazole-5-carbonyl}-5-hydroxypiperidin-3-yl]-N-methylcarbamate C1(CC1)CN1C(=CC=2C1=NC=CC2)C2=NC1=C(N2C)C(=CC(=C1)C(=O)N1C[C@@H](C[C@@H](C1)O)N(C(OCC1=CC=CC=C1)=O)C)OC |o1:27,29|